ClC1=CC=C(C(=N1)C(=O)NS(=O)(=O)C)N[C@H](C)C=1C=C(C=C2C(N(C(=NC12)N1C[C@@H](CC1)C1=CC=CC=C1)C)=O)C 6-chloro-3-(((R)-1-(3,6-dimethyl-4-oxo-2-((S)-3-phenylpyrrolidin-1-yl)-3,4-dihydroquinazolin-8-yl)ethyl)amino)-N-(methylsulfonyl)picolinamide